C(C1=CC=CC=C1)ON1[C@@H]2CC[C@H](N(C1=O)C2)C(=O)NOCCNC(OC(C)(C)C)=O tert-butyl {2-[({[(2S,5R)-6-benzyloxy-7-oxo-1,6-diazabicyclo[3.2.1]oct-2-yl]carbonyl}-amino)oxy]ethyl}carbamate